6-[4-(3-[[1-[6-oxo-5-(trifluoromethyl)-1,6-dihydropyridazin-4-yl]pyrrolidin-2-yl]methoxy]propyl)piperazin-1-yl]pyridine-3-carbonitrile O=C1C(=C(C=NN1)N1C(CCC1)COCCCN1CCN(CC1)C1=CC=C(C=N1)C#N)C(F)(F)F